5-bromo-2-(oxetan-3-yloxy)pyridine BrC=1C=CC(=NC1)OC1COC1